C1=NC=C(C2=CC=CC=C12)N1C(N(C[C@@H]1C#N)C1=C(C=C(C=C1)C(F)(F)F)OC)=O (R)-3-(isoquinolin-4-yl)-1-(2-methoxy-4-(trifluoromethyl)phenyl)-2-oxoimidazolidine-4-carbonitrile